2-[6-[[5-(trifluoromethyl)-3-pyridyl]methyl]-2-azaspiro[3.3]heptane-2-carbonyl]-8-oxa-2,5-diazaspiro[3.5]nonan-6-one FC(C=1C=C(C=NC1)CC1CC2(CN(C2)C(=O)N2CC3(C2)NC(COC3)=O)C1)(F)F